6,8-dimethyl-4H-benzo[4,5]imidazo[1,2-d]tetrazole-5,7(6H,8H)-dione CC1C(C(C2=C(NC=3N2N=NN3)C1=O)C)=O